FC1CCC(CC1)[C@@H](C(=O)NC1=CC=C(C=C1)C=1C(=[N+](C=CC1C)[O-])C)NC(=O)C1=CC=C2N1CCNC2 3-(4-((2S)-2-(4-fluorocyclohexyl)-2-(1,2,3,4-tetrahydropyrrolo[1,2-a]pyrazine-6-carboxamido)acetamido)phenyl)-2,4-dimethylpyridine 1-oxide